((1s,3s)-3-methyl-1-(4-methyl-4H-1,2,4-triazol-3-yl)cyclobutyl)aniline CC1CC(C1)(C1=NN=CN1C)NC1=CC=CC=C1